1-[4-[4-[2-fluoro-4-(1-methylpyrazol-3-yl)oxy-anilino]pyrido[3,2-d]pyrimidin-6-yl]piperazin-1-yl]prop-2-en-1-one FC1=C(NC=2C3=C(N=CN2)C=CC(=N3)N3CCN(CC3)C(C=C)=O)C=CC(=C1)OC1=NN(C=C1)C